[Na].C(CCCCCCCCCCC)(=O)OCCOC1=CC=C(C=C1)N 2-(4-aminophenoxy)ethane-1-ol dodecanoate Sodium